methyl 2-[2-bromo-4-(4,4,5,5-tetramethyl-1,3,2-dioxaborolan-2-yl)phenyl]acetate BrC1=C(C=CC(=C1)B1OC(C(O1)(C)C)(C)C)CC(=O)OC